C(C1=CC=CC=C1)C(C(=O)C1=CC=C(C=C1)N1CCOCC1)(CCC)N(CC)CC 2-benzyl-2-diethylamino-1-(4-morpholinophenyl)-1-pentanone